ClC1=C(C=C(C=C1)F)C1(NC(C2=C3C(=CC(=C12)NC(C1=CC(=CC(=C1)F)C(F)(F)F)=O)OCS(N3)(=O)=O)=O)O N-[7-(2-chloro-5-fluorophenyl)-7-hydroxy-2,2,9-trioxo-1,7,8,9-tetrahydro-2λ6-[1,3,4]oxathiazino[5,6-e]isoindol-6-yl]-5-fluoro-3-(trifluoromethyl)benzamide